(2s,6r)-2,6-dimethylpiperidin-4-one C[C@@H]1N[C@@H](CC(C1)=O)C